C(C)(C)(C)N(C(O)=O)C(C)C1=CN=C(C2=CC=CC=C12)OC.ClCC=1N=C(OC1)SC 4-(chloromethyl)-2-(methylthio)oxazole tert-Butyl-(1-(1-methoxyisoquinolin-4-yl)ethyl)carbamate